3-(phenyl)-6,6a,7,8,9,10-hexahydro-12H-pyrazino[2,1-c]pyrido[3,4-f][1,4]oxazepin-12-one C1(=CC=CC=C1)C1=CC2=C(C(N3C(CO2)CNCC3)=O)C=N1